[Na+].C(CCC(=O)[O-])(=O)[O-].C(C)C(CCCCC)O.[Na+] ethylhexanol succinate sodium